(E)-ethyl-1,3-propanediamine C(C)C(CCN)N